(2R,3S,4S)-4-hydroxy-2-[(4-methoxyphenyl)methyl]pyrrolidin-3-yl N-[(4-fluorophenyl)methyl]carbamate FC1=CC=C(C=C1)CNC(O[C@H]1[C@H](NC[C@@H]1O)CC1=CC=C(C=C1)OC)=O